1-(2,6-Diethoxy-4-{1-[(4-Phenylbutyl)Amino]Ethyl}Phenyl)Cyclopropan-1-Ol C(C)OC1=C(C(=CC(=C1)C(C)NCCCCC1=CC=CC=C1)OCC)C1(CC1)O